BrC1=CC(=C(N)C=C1C)C(C)C 4-bromo-2-isopropyl-5-methyl-aniline